BrC(C(=O)N(C1=CC=CC=C1)C1=CC=CC=C1)(C)C 2-bromo-2-methyl-N,N-diphenylpropionamide